O[C@@]1(CCC2=CC=3CCCC3C(=C12)NC(=O)N=[S@](=O)(N)C=1C=NN2C1OCCC2)C(F)(F)F (R)-N'-(((R)-3-hydroxy-3-(trifluoromethyl)-1,2,3,5,6,7-hexahydro-s-indacen-4-yl)carbamoyl)-6,7-dihydro-5H-pyrazolo[5,1-b][1,3]oxazine-3-sulfonimidamide